COC1=CC=C(CN(CCCC2CCC3(CCN(CC3)C(=O)[O-])CC2)C)C=C1 9-(3-((4-Methoxybenzyl)(methyl)amino)propyl)-3-azaspiro[5.5]undecane-3-carboxylate